6-[methyl(2-{2-[2-({2-methyl-8-[4-(trifluoromethyl)-phenyl]-2H,8H-pyrazolo[3,4-b]indol-5-yl}formamido)ethoxy]ethoxy}ethyl)-carbamoyl]hexanoic acid CN(C(=O)CCCCCC(=O)O)CCOCCOCCNC(=O)C=1C=C2C=3C(N(C2=CC1)C1=CC=C(C=C1)C(F)(F)F)=NN(C3)C